2,2,3,3,4,4,4-heptafluorobutyl-chloroacrylic acid FC(CC=C(C(=O)O)Cl)(C(C(F)(F)F)(F)F)F